ClC1=C(C(=NN1C(C)C)C(F)F)/C=C/CSC1=NOC(C1)(C)C (E)-3-((3-(5-chloro-3-(difluoromethyl)-1-isopropyl-1H-pyrazol-4-yl)allyl)thio)-5,5-dimethyl-4,5-dihydroisoxazole